C(CCC)[Si](OCC)(C)C butyl-dimethylethoxysilane